C(C)NC(=O)C=1SC(=C(N1)C)C(=O)NC[C@@H](CC)C(N[C@H]1C2=C(CN3N(C1=O)CCC3)C=CC=C2)=O N2-Ethyl-4-methyl-N5-((R)-2-(((S)-11-oxo-2,3,10,11-tetrahydro-1H,5H-benzo[d]pyrazolo[1,2-a][1,2]diazepin-10-yl)carbamoyl)butyl)thiazole-2,5-dicarboxamide